tert-Butyl 4-(5-((4-(((tert-butyldimethylsilyl)oxy)methyl)-6-(3,5-dichlorophenyl)-3-fluoropyridin-2-yl)oxy)pyridin-2-yl)piperazine-1-carboxylate [Si](C)(C)(C(C)(C)C)OCC1=C(C(=NC(=C1)C1=CC(=CC(=C1)Cl)Cl)OC=1C=CC(=NC1)N1CCN(CC1)C(=O)OC(C)(C)C)F